COC1=CC=C(C=C1)C(C)N(C=O)CCSC1=CC=CC=C1 (1-(4-methoxyphenyl)ethyl)-N-(2-(phenylthio)ethyl)formamide